6-(1-methylbenzimidazol-4-yl)-3-(4-morpholinoanilino)-5-(oxetan-3-ylmethylamino)pyrazine-2-carboxamide CN1C=NC2=C1C=CC=C2C2=C(N=C(C(=N2)C(=O)N)NC2=CC=C(C=C2)N2CCOCC2)NCC2COC2